C(C)(C)(C)N1N=CC=2C1=NC(=NC2NC=2N=CN(C2)C2=CC(=C(C(=C2)OC)OC)OC)C(=C)C 1-(tert-butyl)-6-(prop-1-en-2-yl)-N-(1-(3,4,5-trimethoxyphenyl)-1H-imidazol-4-yl)-1H-pyrazolo[3,4-d]pyrimidin-4-amine